C(C)N1C=C(C(C2=CC(=CN=C12)OC1CC2=CC=CC=C2C1)=O)C(=O)N1CC(OC(C1)(C)C)(C)C 1-Ethyl-6-indan-2-yloxy-3-(2,2,6,6-tetramethylmorpholine-4-carbonyl)-1,8-naphthyridin-4-one